C[Si](CCOC(NCCS)=O)(C)C 2-(trimethylsilyl)ethyl-(2-sulfanylethyl)carbamate